CN1C(=NC(=C1)C)C1=CC=C(CC2=NN=C3N2C=C(N=C3)C3=C(C=CC=C3)C(C)C)C=C1 (4-(1,4-dimethyl-1H-imidazol-2-yl)benzyl)-6-(2-isopropylphenyl)-[1,2,4]triazolo[4,3-a]pyrazine